4,4',4''-[benzene-1,3,5-triyltris(acetylene-2,1-diyl)]tribenzaldehyde C1(=CC(=CC(=C1)C#CC1=CC=C(C=O)C=C1)C#CC1=CC=C(C=O)C=C1)C#CC1=CC=C(C=O)C=C1